N-(5-methoxy-2-((4-(trifluoromethyl)benzyl)oxy)benzyl)-1-methylpiperidin-4-amine COC=1C=CC(=C(CNC2CCN(CC2)C)C1)OCC1=CC=C(C=C1)C(F)(F)F